tert-butyl 3-((1-(6-(((benzyloxy)carbonyl)amino)hexan-2-yl)-7-(2-oxopyrrolidin-1-yl)-1H-benzo[d]imidazol-2-yl)carbamoyl)benzoate C(C1=CC=CC=C1)OC(=O)NCCCCC(C)N1C(=NC2=C1C(=CC=C2)N2C(CCC2)=O)NC(=O)C=2C=C(C(=O)OC(C)(C)C)C=CC2